NC(CC[C@@H]1C(NCC1)=O)=O (S)-1-amino-1-oxo-3-((S)-2-oxopyrrolidin-3-yl)propane